BrC=1C=C(C=C)C=CC1 Meta-bromostyrene